[Na].N12CCN=C2NCC1 1,4,6-triazabicyclo[3.3.0]oct-4-ene sodium